4-(aminomethyl)-5-methyl-1-(2-trimethylsilylethoxymethyl)pyrazole-3-carboxylic acid NCC=1C(=NN(C1C)COCC[Si](C)(C)C)C(=O)O